2-(3-(1-(pyridin-2-yl)imidazo[1,5-a]pyridin-3-yl)phenyl)-1,10-phenanthroline N1=C(C=CC=C1)C=1N=C(N2C1C=CC=C2)C=2C=C(C=CC2)C2=NC1=C3N=CC=CC3=CC=C1C=C2